FC1(CC(CC1)CN1N=C(C(=C1C(=O)NC1=CC(=NC=C1)C(=O)N)C(F)(F)F)OC(F)F)F 4-(1-((3,3-difluorocyclopentyl)methyl)-3-(difluoromethoxy)-4-(trifluoromethyl)-1H-pyrazole-5-carboxamido)picolinamide